C(=O)(OC(C)(C)C)NC(=O)OC(C)(C)C bis-Bocamine